Methyl 2-[2-[2-(3-amino-2-fluoro-1-methyl-propoxy)ethoxy]ethoxy]acetate NCC(C(OCCOCCOCC(=O)OC)C)F